Cl.NCC=1C=C2C(C(NC2=CC1)=O)(C)C 5-(aminomethyl)-3,3-dimethylindolin-2-one hydrochloride